[3-[dimethyl (dimethylvinylsilylmethyl) silyl] propyl] methyl carbonate C(OCCC[Si](C[SiH2]C=C(C)C)(C)C)(OC)=O